C1=C(C=CC2=CC=CC=C12)C1CO1 2-(naphthalene-2-yl) ethylene oxide